C(=C)OCCCS(=O)(=O)O 3-(vinyloxy)propane-1-sulfonic acid